6-(2,7-Dimethyl-2H-indazol-5-yl)-2-(piperidin-4-yl)[1,3]thiazolo[4,5-c]pyridin CN1N=C2C(=CC(=CC2=C1)C1=CC2=C(C=N1)N=C(S2)C2CCNCC2)C